Isopropyl 2-(2-(3-(3-(Pentan-3-Ylcarbamoyl)-1H-Pyrazol-5-yl)Phenyl)Oxazole-5-Carboxamido)Acetate CCC(CC)NC(=O)C1=NNC(=C1)C=1C=C(C=CC1)C=1OC(=CN1)C(=O)NCC(=O)OC(C)C